Cl.FC1=C(C=CC=C1)C1=CC(=CN1S(=O)(=O)C1=CC(=CC=C1)C1=COC=C1)CNC 1-(5-(2-fluorophenyl)-1-((3-(furan-3-yl)phenyl)sulfonyl)-1H-pyrrol-3-yl)-N-methylmethylamine hydrochloride